2-bromo-4-((5-(3,4-difluorophenyl)pyridin-3-yl)oxy)aniline BrC1=C(N)C=CC(=C1)OC=1C=NC=C(C1)C1=CC(=C(C=C1)F)F